C1(CC1)C=1C(=NN2C1C(NC(=C2)C2=CC(=C(C=C2)Cl)Cl)=O)C(=O)OCC Ethyl 3-cyclopropyl-6-(3,4-dichlorophenyl)-4-oxo-4,5-dihydropyrazolo[1,5-a]pyrazine-2-carboxylate